FC1=C2C(N(C(=NC2=CC(=C1)F)N1CCCC1)NC(CC1=CC(=CC(=C1)F)F)=O)=O N-(5,7-Difluoro-4-oxo-2-pyrrolidin-1-yl-4H-quinazolin-3-yl)-2-(3,5-difluoro-phenyl)-acetamide